2-(4-nitro-3-((((S)-oxetan-2-yl)methyl)amino)phenyl)cyclopropane-1-carboxylic acid methyl ester COC(=O)C1C(C1)C1=CC(=C(C=C1)[N+](=O)[O-])NC[C@H]1OCC1